9-(4-(2,6-dimethylphenyl)thiazol-5-yl)-2,2-dimethyl-6-oxa-9-azaspiro[4.5]decane CC1=C(C(=CC=C1)C)C=1N=CSC1N1CCOC2(CCC(C2)(C)C)C1